C1(CC1)C=1N=CN(C1)C1=CC=CC=2N1C=C(N2)C(=O)NC2=NC(=CC=C2)C2=NN=CN2C(C)C 5-(4-cyclopropyl-1H-imidazol-1-yl)-N-(6-(4-isopropyl-4H-1,2,4-triazol-3-yl)pyridin-2-yl)imidazo[1,2-a]pyridine-2-carboxamide